S(=O)(=O)(C1=CC=C(C)C=C1)OC1=CC=C(C(=O)O)C(=C1)OS(=O)(=O)C1=CC=C(C)C=C1 4,6-bis(tosyloxy)benzoic acid